2-[5-chloro-4-[8-[3-chloro-4-[4-[3-(hydroxymethyl)piperazine-1-carbonyl]piperidine-1-carbonyl]anilino]imidazo[1,2-a]pyrazin-3-yl]-2-fluoro-phenoxy]acetonitrile ClC=1C(=CC(=C(OCC#N)C1)F)C1=CN=C2N1C=CN=C2NC2=CC(=C(C=C2)C(=O)N2CCC(CC2)C(=O)N2CC(NCC2)CO)Cl